C1(CC1)CNC(=O)C1=NC(=CC=C1)N1CCN(CCC1)C1CCN(CC1)[C@H]1CCC2=CC=CC=C12 N-(Cyclopropylmethyl)-6-(4-{1-[(1S)-2,3-dihydro-1H-inden-1-yl]piperidin-4-yl}-1,4-diazepan-1-yl)pyridine-2-carboxamide